C(C1=CC=CC=C1)OC(=O)N1[C@H](CN(CC1)C1=CC(=NC=2CN(CCC12)C1=C2C=NN(C2=CC(=C1Cl)C)C1OCCCC1)C(=O)O)CC#N 4-((S)-4-((benzyloxy)carbonyl)-3-(cyanomethyl)piperazin-1-yl)-7-(5-chloro-6-methyl-1-(tetrahydro-2H-pyran-2-yl)-1H-indazol-4-yl)-5,6,7,8-tetrahydro-1,7-naphthyridine-2-carboxylic acid